CC1(C(CC=2C(=NC(=C(C21)C)C)C)(C(=O)O)C(=O)O)C.[C@@H]2([C@H](O)[C@H](O)[C@H](O2)CO)N2C1=NC(=NC(=C1N=C2)NC(=O)N[C@@H]([C@H](O)C)C(=O)O)SC N-((9-beta-ribofuranosyl-2-methylthiopurin-6-yl)carbamoyl)threonine dimethyl-1,3,4-trimethyl-5,7-dihydrocyclopenta[c]pyridine-6,6-dicarboxylate